Tert-butyl 2-[(6-{1-[(benzyloxy)carbonyl]-2,3-dihydroindol-4-yl}pyridin-3-yl)methyl]-7-azaspiro[3.5]nonane-7-carboxylate C(C1=CC=CC=C1)OC(=O)N1CCC2=C(C=CC=C12)C1=CC=C(C=N1)CC1CC2(C1)CCN(CC2)C(=O)OC(C)(C)C